FC1(C[C@H](CN(C1)C(=O)OC1=NC=C(C=C1)OC(F)(F)F)N1C(CCCC1=O)C)F 5-(trifluoromethoxy)pyridin-2-yl (3'R)-5',5'-difluoro-2-methyl-6-oxo[1,3'-bipiperidine]-1'-carboxylate